CCCCCCCCCCCCCCCCCCCCCCC Tricosan